[Co].CC1C(=C(C(=C1C)C)C)C pentamethyl-cyclopentadiene cobalt